CC/C=C\\C/C=C\\C/C=C\\CCCCCCCCOCC(=O)COP(=O)(O)O The molecule is a 1-alkylglycerone 3-phosphate in which the alkyl group is specified as (9Z,12Z,15Z)-octadecatrienyl. It is a conjugate acid of a 1-(9Z,12Z,15Z)-octadecatrienylglycerone 3-phosphate(2-).